3-(3-((2-((2-ethyl-4-((1R,5S)-8-methyl-3,8-diazabicyclo[3.2.1]octan-3-yl)phenyl)amino)-5-(trifluoromethyl)pyrimidin-4-yl)amino)propyl)-1,3-oxazinan-2-one C(C)C1=C(C=CC(=C1)N1C[C@H]2CC[C@@H](C1)N2C)NC2=NC=C(C(=N2)NCCCN2C(OCCC2)=O)C(F)(F)F